N[C@@H]1C[C@@H](CC1)OC1=C(C(=CC=C1)F)C1=CC(=NN1)NC=1N=CC(=NC1)C#N 5-((5-(2-(((1R,3S)-3-aminocyclopentyl)oxy)-6-fluorophenyl)-1H-pyrazol-3-yl)amino)pyrazine-2-carbonitrile